L-gulonate O=C([C@@H](O)[C@@H](O)[C@H](O)[C@@H](O)CO)[O-]